N'-(2,5-Dimethyl-4-{3-[(1,1,2,2-tetrafluoroethyl)sulfanyl]phenoxy}phenyl)-N-ethyl-N-methylimidoformamide CC1=C(C=C(C(=C1)OC1=CC(=CC=C1)SC(C(F)F)(F)F)C)N=CN(C)CC